C(C(O)CO)C(C(O)=O)CCCCCCCC.C(CCCCCCC)(=O)OCC(O)CO glyceryl monocaprylate (glyceryl monocaprate)